C(C1=CC=CC=C1)S(=O)(=O)[O-].[Pd+2].C(C1=CC=CC=C1)S(=O)(=O)[O-] palladium (II) toluenesulfonate